OC1=NC(=C2NC(=NC2=N1)O)O 2,6,8-trishydroxypurine